Methyl 2-(bromomethyl)-4-((tert-butoxycarbonyl) amino)-6-fluorobenzoate BrCC1=C(C(=O)OC)C(=CC(=C1)NC(=O)OC(C)(C)C)F